C(CCC)N(C(=O)CCC1(C2=CC=CC=C2C=2C=CC=CC12)CCC(N(CCCC)CCCC)=O)CCCC 9,9-bis[2-(N,N-dibutylcarbamoyl)ethyl]Fluorene